C(#N)C1=CC=C(C=C1)NC(N)=O 3-p-cyanophenylurea